tert-butyl (5-bromo-2-oxo-1,2,3,4-tetrahydroquinolin-3-yl)carbamate BrC1=C2CC(C(NC2=CC=C1)=O)NC(OC(C)(C)C)=O